C(C)OC(C)=O.ClC(C)(Cl)Cl 1,1,1-trichloroethane ethyl-acetate